3-(4-(3-(2,6-dioxopiperidin-3-yl)-1-methyl-1H-indazol-6-yl)-3,3-difluoropiperidin-1-yl)cyclobutanecarboxylic acid O=C1NC(CCC1C1=NN(C2=CC(=CC=C12)C1C(CN(CC1)C1CC(C1)C(=O)O)(F)F)C)=O